ClC1=CC(=C(O[C@H](C(=O)O)C)C=C1)C1=NOC(=C1)C1CC1 (2S)-2-[4-chloro-2-(5-cyclopropyl-1,2-oxazol-3-yl)phenoxy]propionic acid